[NH2+]=C(O)N.[NH2+]=C(O)N uronium (uronium)